N1(N=CC=C1)C=1C=C(C=CC1)C1=CN(C2=C1N=C(N=C2OCC=2N=NC=CC2)N2CCOCC2)C(=O)OC(C)(C)C tert-butyl 7-(3-(1H-pyrazol-1-yl)phenyl)-2-morpholino-4-(pyridazin-3-ylmethoxy)-5H-pyrrolo[3,2-d]pyrimidine-5-carboxylate